C(C)(C)(C)N(CCNC[Si](OC)(C)C)C(C)(C)C di-t-butyl-N-(dimethylmethoxysilylmethyl)ethylenediamine